IC1=CC=C(N=N1)NC(CC1=NC(=CC=C1)C(F)(F)F)=O N-(6-iodopyridazin-3-yl)-2-(6-trifluoromethylpyridin-2-yl)acetamide